ClC=1C=C(C=CC1Cl)C1=NOC(=N1)C1CC2(C1)CCN(CC2)C(CC2=NON=C2C)=O 1-(2-(3-(3,4-dichlorophenyl)-1,2,4-oxadiazol-5-yl)-7-azaspiro[3.5]nonan-7-yl)-2-(4-methyl-1,2,5-oxadiazol-3-yl)ethan-1-one